ARACHIDIC ACID C(CCCCCCCCCCCCCCCCCCC)(=O)O